ClC1=C(C(=O)N(C)C)C=C(C=C1)CC(=O)NNC(=O)C1=C(N=C2N1C=CC=C2)C2=CC=C(C=C2)Cl 2-Chloro-5-(2-(2-(2-(4-chlorophenyl)imidazo[1,2-a]pyridine-3-carbonyl)hydrazineyl)-2-oxoethyl)-N,N-dimethylbenzamide